androstane-4,9(11)-diene C[C@@]12CCC[C@H]1[C@@H]1CCC3=CCCC[C@]3(C)C1=CC2